ClC=1C=C(COC2=CC=C(CN3C(CC(C3)F)C(=O)N)C=C2)C=CC1 1-(4-(3-chlorobenzyloxy)benzyl)-4-fluoropyrrolidine-2-carboxamide